C(CCCCCCCCC)C=1C(=C(C(C(=O)[O-])=CC1)C(=O)[O-])CC(CC(CC)C)CCC n-Decyl(4-methyl-2-Propylhexyl)phthalat